CC1=C(N=NC=C1C1=CC=CC=C1)C1=CC=CC=C1 methyl-3,5-diphenylpyridazine